(1R,3R)-5-(2-((1R,3aS,7aR,E)-1-((S)-1-(3,3-dimethyl-morpholino)propan-2-yl)-7a-methyloctahydro-4H-inden-4-ylidene)ethylidene)cyclohexane-1,3-diol CC1(COCCN1C[C@@H](C)[C@H]1CC[C@H]2\C(\CCC[C@]12C)=C\C=C1C[C@H](C[C@@H](C1)O)O)C